FC(OC=1C(=NC(=NC1OC)NS(=O)(=O)C1=CNC2=C(C(=CC=C12)F)N1N=CC=N1)OC)F N-[5-(difluoromethoxy)-4,6-dimethoxy-pyrimidin-2-yl]-6-fluoro-7-(triazol-2-yl)-1H-indole-3-sulfonamide